1-β-D-arabinofuranosyl-uracile [C@@H]1([C@@H](O)[C@H](O)[C@H](O1)CO)N1C(=O)NC(=O)C=C1